CN1C(=NC(=C1)C(F)(F)F)C1=CC=C(COC=2C3=C(N=C(N2)C2=C(C=CC=C2)C(F)(F)F)C=NN3)C=C1 7-((4-(1-methyl-4-(trifluoromethyl)-1H-imidazol-2-yl)benzyl)oxy)-5-(2-(trifluoromethyl)phenyl)-1H-pyrazolo[4,3-d]pyrimidine